ClC=1C(=NC(=NC1)N1CC(C1)CC#N)NC1=CC=2C3=C(C(N(C2C=C1)C)=O)OCC([C@@H](N3)C3CC3)(F)F (S)-2-(1-(5-Chloro-4-((2-cyclopropyl-3,3-difluoro-7-methyl-6-oxo-1,2,3,4,6,7-hexahydro-[1,4]oxazepino[2,3-c]chinolin-10-yl)amino)pyrimidin-2-yl)azetidin-3-yl)acetonitril